C(C)(=O)NC=1SC(=CN1)CN1C(CN(CC1)CC(=O)NC1CCCCC1)C 2-(4-((2-acetamidothiazol-5-yl)methyl)-3-methylpiperazin-1-yl)-N-cyclohexylacetamide